N-methyl-3-(6-methyl-6,7-dihydro-5H-pyrazolo[5,1-b][1,3]oxazin-3-yl)-4-[4-(trifluoromethyl)phenoxy]benzene-1-sulfonamide CNS(=O)(=O)C1=CC(=C(C=C1)OC1=CC=C(C=C1)C(F)(F)F)C=1C=NN2C1OCC(C2)C